Benzothianoate S1C(CCC2=C1C=CC=C2)C(=O)[O-]